2-(4-(allyloxy)styryl-4,6-dimethoxyphenyl)-1-(2-methoxyethyl)-1H-imidazole C(C=C)OC1=CC=C(C=CC2=C(C(=CC(=C2)OC)OC)C=2N(C=CN2)CCOC)C=C1